4,8-Dimethyl-1,2,3,4-tetrahydroquinoline CC1CCNC2=C(C=CC=C12)C